COC(CC1=C(C(=CC=C1)Br)F)=O 3-bromo-2-fluorophenylacetic acid methyl ester